N'-[7-[(3aR,4R,6R,6aR)-4-cyano-6-(hydroxymethyl)-2,2-dimethyl-6,6a-dihydro-3aH-furo[3,4-d][1,3]dioxol-4-yl]pyrrolo[2,1-f][1,2,4]triazin-4-yl]-N,N-dimethyl-formamidine C(#N)[C@]1(O[C@@H]([C@H]2OC(O[C@H]21)(C)C)CO)C2=CC=C1C(=NC=NN12)N=CN(C)C